N1C(=CC=C(C1)C=O)C1CCNCC1 1',2',3',4',5',6-HEXAHYDRO-[2,4]BiPYRIDINYL-5-CARBALDEHYDE